OC1=C(C(=CC(=C1CN(C(=O)N1CCC1)C)CCCCC)O)C1=C(C=CC(=C1)C)C(=C)C N-((2,6-dihydroxy-5'-methyl-4-pentyl-2'-(prop-1-en-2-yl)-[1,1'-biphenyl]-3-yl)methyl)-N-methylazetidine-1-carboxamide